(cyclopentyl(2-hydroxyethyl)amino)acetonitrile C1(CCCC1)N(CCO)CC#N